(S)-6-chloro-5,7-di-trideuteromethyl-2-(trifluoromethyl)-2H-chromene-3-carboxylic acid ClC=1C(=C2C=C([C@H](OC2=CC1C([2H])([2H])[2H])C(F)(F)F)C(=O)O)C([2H])([2H])[2H]